(6S,16R)-9-fluoro-16-methyl-13-oxa-2,17,21,25-tetraazapentacyclo[16.6.2.02,6.07,12.022,26]hexacosane FC1CC2[C@@H]3CCCN3C3CCC4NCCC(N[C@@H](CCOC2CC1)C)C4N3